C(C1=CC=CC=C1)NC1=NC=2N(C=C1)N=CC2Br N-benzyl-3-bromopyrazolo[1,5-a]pyrimidin-5-amine